S(=O)(=O)(C1=CC=C(C)C=C1)OC[C@H]1N([C@H]2CCCC[C@H]2C1)C(=O)OC(C)(C)C tert-Butyl (2S,3aS,7aS)-2-((tosyloxy)methyl)octahydro-1H-indole-1-carboxylate